C(C)C1(CS(C2=C(N(C1)C1=CC=CC=C1)C=C(C(=C2)O\C=C(\C(=O)OCC)/F)SC)(=O)=O)C Ethyl (Z)-3-((3-ethyl-3-methyl-7-(methylthio)-1,1-dioxido-5-phenyl-2,3,4,5-tetrahydro-1,5-benzothiazepin-8-yl)oxy)-2-fluoroacrylate